4-((2-(2-Hydroxyethylamino)-5-phenylthieno[2,3-d]pyrimidin-4-yl)aminomethyl)-benzenesulfonamide OCCNC=1N=C(C2=C(N1)SC=C2C2=CC=CC=C2)NCC2=CC=C(C=C2)S(=O)(=O)N